N[C@@H]1CN(CCC1)C1=CC(=NC=C1C=1C=NN(C1)C(F)F)NC1=NC(=NC=C1)C1=C(C=CC=C1OC)F (S)-N-(4-(3-aminopiperidin-1-yl)-5-(1-(difluoromethyl)-1H-pyrazol-4-yl)pyridin-2-yl)-2-(2-fluoro-6-methoxyphenyl)pyrimidin-4-amine